Cl.ClC1=C(C=CC(=C1)C(F)(F)F)C=1C=C2C(=NNC2=CC1)NC(=O)[C@H]1CNCCC1 (3R)-N-{5-[2-chloro-4-(trifluoromethyl)phenyl]-1H-indazol-3-yl}piperidine-3-carboxamide hydrochloride